O1CCN(CC1)C=1C=NC2=CC=C(C=C2C1)CCN1N=C(C=CC1=O)C1=CC=CC=C1 2-(2-(3-morpholinoquinolin-6-yl)ethyl)-6-phenylpyridazin-3(2H)-one